[N+](=O)([O-])C1=CC=C(OC2=CC=C(C=C2)C2(C3=CC=CC=C3C=3C=CC=CC23)C2=CC=C(O[Si](C3=CC=CC=C3)(C3=CC=CC=C3)OC3=CC=C(C=C3)C3(C4=CC=CC=C4C=4C=CC=CC34)C3=CC=C(C=C3)OC3=CC=C(C=C3)[N+](=O)[O-])C=C2)C=C1 bis(4-{9-[4-(4-nitrophenoxy)phenyl]-9H-fluoren-9-yl}phenoxy)diphenylsilane